CN(CCOC1=C(C=C(C=C1)NC=1N=C(C2=C(N1)NC=C2)OC=2C=CC=C1CCC(C21)=O)C)C 7-((2-((4-(2-(dimethylamino)ethoxy)-3-methylphenyl)amino)-7H-pyrrolo[2,3-d]pyrimidin-4-yl)oxy)-2,3-dihydro-1H-inden-1-one